C1(CCCCCCCCCO1)=O Decanolactone